1-(carboxymethyl)-4-(2-((phenylmethyl)sulfonamido)-4-(4-(4-((6-(trifluoromethyl)-pyridin-3-yl)oxy)phenyl)piperidine-1-carbonyl)phenyl)piperazin-1-ium chloride [Cl-].C(=O)(O)C[NH+]1CCN(CC1)C1=C(C=C(C=C1)C(=O)N1CCC(CC1)C1=CC=C(C=C1)OC=1C=NC(=CC1)C(F)(F)F)NS(=O)(=O)CC1=CC=CC=C1